1-(4-(7-chloro-4-(morpholinomethyl)quinolin-2-yl)phenyl)-2-diazoethan-1-one ClC1=CC=C2C(=CC(=NC2=C1)C1=CC=C(C=C1)C(C=[N+]=[N-])=O)CN1CCOCC1